FS(C=1C=C(C=CC1)NC(N(C)[C@H]1CCC2=C1SC(=C2)Cl)=O)(F)(F)(F)F (S)-3-(3-pentafluorosulfanylphenyl)-1-(2-chloro-5,6-dihydro-4H-cyclopenta[b]thiophen-6-yl)-1-methylurea